1-(benzo[d]thiazol-5-ylmethyl)piperidin S1C=NC2=C1C=CC(=C2)CN2CCCCC2